6-methyl-N-(2-methyl-1-phenylpropan-2-yl)-1H-pyrrolo[2,3-b]pyridine-5-carboxamide CC1=C(C=C2C(=N1)NC=C2)C(=O)NC(CC2=CC=CC=C2)(C)C